3-amino-5,5-difluoro-2-isobutylpentanoic acid methyl ester hydrochloride Cl.COC(C(C(CC(F)F)N)CC(C)C)=O